Tetrahydropyran-4-carbonyloxymethyl (1aR,7bS)-5-fluoro-2-hydroxy-1a,7b-dihydro-1H-cyclopropa[c][1,2]benzoxaborinine-4-carboxylate FC1=C(C2=C([C@@H]3[C@H](B(O2)O)C3)C=C1)C(=O)OCOC(=O)C1CCOCC1